C1(=CC=CC=C1)C1=CC(=NC=C1)NC1=CC(=NS1)C1=NC=CC=C1 N-(4-phenylpyridin-2-yl)-3-(pyridin-2-yl)isothiazol-5-amine